FC(C1(CC1)C1=CC(=CC(=N1)C)N[C@H](C)C1=C(C(=CC=C1)S(=O)(=O)C(F)(F)F)F)F (R)-6-(1-(difluoromethyl)cyclopropyl)-4-((1-(2-fluoro-3-((Trifluoromethyl)sulfonyl)phenyl)ethyl)amino)-2-methylpyridin